C1(CC1)C=1C=CC=2N(C1)C=C(N2)CNC2=CC(=NC=N2)NC(OCC2=C(C=CC(=C2)Cl)N)=O 2-amino-5-chlorobenzyl (6-(((6-cyclopropylimidazo[1,2-a]pyridin-2-yl)methyl)amino)pyrimidin-4-yl)carbamate